C1(CCCC1)C(C(=O)N1C(CCCC1)C=1NC=C(N1)C1=CC=CC=C1)OCC 2-cyclopentyl-2-ethoxy-1-(2-(4-phenyl-1H-imidazol-2-yl)piperidin-1-yl)ethan-1-one